N1(CCNCC1)C=1N=NNC1CC(=O)N1C(CCC1)C(=O)N 1-{2-[4-(piperazin-1-yl)-1H-1,2,3-triazol-5-yl]acetyl}pyrrolidine-2-carboxamide